FC1=CC(=C(OC=2N=NC(=C(C2C(=O)OC)C)C(F)(F)F)C=C1)C methyl 3-(4-fluoro-2-methylphenoxy)-5-methyl-6-(trifluoromethyl)pyridazine-4-carboxylate